N-((R*)-1-(6-((R)-Cyclopropyl(2-(3,3-difluorocyclobutyl)acetamido)methyl)-1H-benzo[d]imidazol-2-yl)-2-(((S)-1,1,1-trifluoropropan-2-yl)oxy)ethyl)-1-isopropyl-1H-pyrazole-5-carboxamide C1(CC1)[C@H](C=1C=CC2=C(NC(=N2)[C@H](CO[C@H](C(F)(F)F)C)NC(=O)C2=CC=NN2C(C)C)C1)NC(CC1CC(C1)(F)F)=O |o1:12|